Ethyl 4-methylquinoline-3-carboxylate CC1=C(C=NC2=CC=CC=C12)C(=O)OCC